BrC=1C=C2CCNCC2=C(C1)F 6-bromo-8-fluoro-1,2,3,4-tetrahydroisoquinoline